ClC=1C=C2C(=NC1OC)C(=C(N2C)C2=NNC(=N2)CNC)N2C=NC=C2 1-(3-(6-chloro-3-(1H-imidazol-1-yl)-5-methoxy-1-methyl-1H-pyrrolo[3,2-b]pyridin-2-yl)-1H-1,2,4-triazol-5-yl)-N,N-dimethylamine